C(C)(C)OC1=CC=C(C=C1)C1=CC(=CC=2CNS(OC21)(=O)=O)C 8-(4-Isopropoxyphenyl)-6-methyl-3,4-dihydrobenzo[e][1,2,3]oxathiazine 2,2-dioxide